C(O)([O-])=O.C(C)(C)(C)[N+]1=C(NC=C1)C(C)(C)C di-tert-butylimidazolium hydrogen carbonate